Propyl-1-(pyridin-4-ylmethyl)-1H-pyrazol-3-amine C(CC)C=1C(=NN(C1)CC1=CC=NC=C1)N